2-(6-bromo-1-oxo-4-spiro[3.3]heptan-2-yloxyphthalazin-2-yl)-N-(5-fluoropyrimidin-2-yl)acetamide BrC=1C=C2C(=NN(C(C2=CC1)=O)CC(=O)NC1=NC=C(C=N1)F)OC1CC2(C1)CCC2